6-(1-methyl-1H-pyrazol-4-yl)-3H-imidazo[4,5-b]Pyridine CN1N=CC(=C1)C=1C=C2C(=NC1)NC=N2